Methanthiolat C[S-]